zinc (D)-tartrate C(=O)([O-])[C@@H](O)[C@H](O)C(=O)[O-].[Zn+2]